1-(3-Bromophenoxy)-2-methyl-4-nitrobenzene BrC=1C=C(OC2=C(C=C(C=C2)[N+](=O)[O-])C)C=CC1